(1-(2-aminoethyl)-3-nitro-1H-pyrazol-5-yl)methanol NCCN1N=C(C=C1CO)[N+](=O)[O-]